CC1=C(C(=O)C=C2C1=CC=C3[C@]2(CC[C@@]4([C@@]3(CC[C@@]5(C4CC(=C)CC5)C)C)C)C)O The molecule is a pentacyclic triterpenoid that is a bisnortriterpene isolated from Salacia madagascariensis and exhibits antileishmanial and antileukemic activities. It has a role as a metabolite, an antileishmanial agent and an antineoplastic agent. It is a pentacyclic triterpenoid, an enone, an enol and a member of quinomethanes.